(2S,4R)-1-[(2S)-2-amino-5-hydroxy-3,3-dimethyl-pentanoyl]-N-[(1S)-1-(4-ethynylphenyl)ethyl]-4-hydroxy-pyrrolidine-2-carboxamide N[C@H](C(=O)N1[C@@H](C[C@H](C1)O)C(=O)N[C@@H](C)C1=CC=C(C=C1)C#C)C(CCO)(C)C